C1(CC1)C(CCC#N)N1N=C(C=C1)C=1C=CC=C2C=NC(=NC12)NC1=CC(=CC=C1)N1CCN(CC1)C(C)=O 8-(1-(1-cyclopropyl-cyanopropyl)pyrazolyl)-N-(3-(1-acetylpiperazin-4-yl)phenyl)quinazolin-2-amine